Dispiro[cyclopropane-1,1'-cyclohexane-4',3''-indole] N1=CC2(C3=CC=CC=C13)CCC1(CC2)CC1